ClC=1N=CC2=C(N1)NN=N2 5-Chloro-3H-[1,2,3]triazolo[4,5-d]pyrimidine